5-[2-(ethylsulfamoyl)-4-(oxazol-2-ylmethyl)phenyl]Thiazole C(C)NS(=O)(=O)C1=C(C=CC(=C1)CC=1OC=CN1)C1=CN=CS1